C(C1=CC=CC=C1)N1C(C2CN(CC2C1)CC1=CC=CC=C1)(C)C 2,5-dibenzyl-1,1-dimethyloctahydropyrrolo-[3,4-C]pyrrole